4-((2-(1H-pyrazol-4-yl)ethyl)amino)-N-(1-(6-methoxypyridin-2-yl)ethyl)-5,6-dimethylpyrimidine-2-carboxamide N1N=CC(=C1)CCNC1=NC(=NC(=C1C)C)C(=O)NC(C)C1=NC(=CC=C1)OC